(1S,5S,6R)-3-(7-(8-chloronaphthalen-1-yl)-2-(((S)-1-methylpyrrolidin-2-yl)methoxy)-5,6,7,8-tetrahydropyrido[3,4-d]pyrimidin-4-yl)-3,8-diazabicyclo[3.2.1]octan-6-ol ClC=1C=CC=C2C=CC=C(C12)N1CC=2N=C(N=C(C2CC1)N1C[C@@H]2C[C@H]([C@H](C1)N2)O)OC[C@H]2N(CCC2)C